5-chloro-1'-(2-{[8-(3-hydroxy-3-methylazetidin-1-yl)-1,7-naphthyridin-3-yl]oxy}ethyl)-1,2-dihydrospiro[indole-3,4'-piperidin]-2-one ClC=1C=C2C(=CC1)NC(C21CCN(CC1)CCOC=1C=NC2=C(N=CC=C2C1)N1CC(C1)(C)O)=O